(S)-8-(3,3-dimethylbut-1-yn-1-yl)-N-(1-(pyridin-2-yl)ethyl)quinoline-3-carboxamide CC(C#CC=1C=CC=C2C=C(C=NC12)C(=O)N[C@@H](C)C1=NC=CC=C1)(C)C